4-(3-isopropyl-5-(1-((4-methyl-1H-imidazol-5-yl)methyl)piperidin-4-yl)-1H-indol-2-yl)-1H-pyrazolo[3,4-b]pyridine C(C)(C)C1=C(NC2=CC=C(C=C12)C1CCN(CC1)CC1=C(N=CN1)C)C1=C2C(=NC=C1)NN=C2